tert-butyl 4-[3-[4-[5-acetyl-3-[7-(difluoromethyl)-6-(1-methylpyrazol-4-yl)-3,4-dihydro-2H-quinolin-1-yl]-6,7-dihydro-4H-pyrazolo[4,3-c]pyridin-1-yl]-1-piperidyl]cyclobutoxy]benzoate C(C)(=O)N1CC2=C(CC1)N(N=C2N2CCCC1=CC(=C(C=C21)C(F)F)C=2C=NN(C2)C)C2CCN(CC2)C2CC(C2)OC2=CC=C(C(=O)OC(C)(C)C)C=C2